1-(2-aminopropyl)-1H-pyrrole NC(CN1C=CC=C1)C